9-((1r,4r)-4-Hydroxy-4-methylcyclohexyl)-7-methyl-2-((7-methylcinnolin-6-yl)amino)-7,9-dihydro-8H-purin-8-on OC1(CCC(CC1)N1C2=NC(=NC=C2N(C1=O)C)NC=1C=C2C=CN=NC2=CC1C)C